(S)-2-methoxy-1-(2-methyl-4-(2-((5-(5-methyl-1H-pyrazol-4-yl)thiazolo[5,4-b]pyridin-2-yl)amino)pyridin-4-yl)piperazin-1-yl)-ethanone COCC(=O)N1[C@H](CN(CC1)C1=CC(=NC=C1)NC=1SC2=NC(=CC=C2N1)C=1C=NNC1C)C